1-oxido-pyridin-1-ium [O-][N+]1=CC=CC=C1